(4RS)-2-[(2-aminoethoxy)methyl]-4-(2-chlorophenyl)-6-methyl-1,4-dihydropyridine-3,5-dicarboxylic acid methyl ester COC(=O)C1=C(NC(=C([C@H]1C1=C(C=CC=C1)Cl)C(=O)O)C)COCCN |r|